10,10-dimethyl-10-silaxanthone C[Si]1(C=2C=CC=CC2C(C2=CC=CC=C12)=O)C